7-hydroxy-2,2-dimethylhexahydropyrano[3,2-d][1,3]dioxine OC1CC2OC(OCC2OC1)(C)C